ClC=1C(N(C(=CC1OC([2H])([2H])C1=NC=C(C=C1F)F)C)C1=CC(=NC=C1C)N1N=C(C=C1)C1(COC1)C)=O 3-chloro-4-((3,5-difluoroPyridin-2-yl)methoxy-d2)-5',6-dimethyl-2'-(3-(3-methyloxetan-3-yl)-1H-pyrazol-1-yl)-2H-[1,4'-bipyridyl]-2-one